NC1=C(C=C(C(=O)OC)C=C1)NC[C@H]1OCC1 methyl 4-amino-3-[[(2S)-oxetan-2-yl]methylamino]benzoate